OC1=C(C=CC=C1)C=1C=C2C(=NN1)NC[C@@H]1N2CCN(C1)C1CCN(CC1)CCOC=1C=C2CN(C(C2=CC1)=O)[C@H]1C(NC(CC1)=O)=O (R)-3-(5-(2-(4-((S)-2-(2-hydroxyphenyl)-5,6,6a,7,9,10-hexahydro-8H-pyrazino[1',2':4,5]pyrazino[2,3-c]pyridazin-8-yl)piperidin-1-yl)ethoxy)-1-oxoisoindolin-2-yl)piperidine-2,6-dione